tert-butyl-4-(4-formyl-5-hydroxy-2-vinylphenyl)piperazine C(C)(C)(C)N1CCN(CC1)C1=C(C=C(C(=C1)O)C=O)C=C